N=[Cu] iminocopper